5-((2-chloro-5-nitropyrimidin-4-yl)(methyl)amino)-2-(trifluoromethyl)thiazole-4-carboxylic acid ethyl ester C(C)OC(=O)C=1N=C(SC1N(C)C1=NC(=NC=C1[N+](=O)[O-])Cl)C(F)(F)F